O[C@@H](CN([C@@H]1CN(CC1)C(=O)C=1C=CC2=C(N(C=[N+]2CC)CC)C1)C[C@@H]([C@H]([C@@H]([C@@H](CO)O)O)O)O)[C@H]([C@@H]([C@@H](CO)O)O)O 6-[(3S)-3-{bis[(2S,3R,4R,5R)-2,3,4,5,6-pentahydroxyhexyl]amino}pyrrolidine-1-carbonyl]-1,3-diethyl-1H-1,3-benzodiazol-3-ium